ClC=1C=C(C=NC1OC(F)F)NC(=O)C1CC(C=2C=3N(N=CC21)CC(N3)=O)(C)C N-(5-chloro-6-(difluoromethoxy)pyridin-3-yl)-9,9-dimethyl-2-oxo-2,7,8,9-tetrahydro-3H-cyclopenta[d]imidazo[1,2-b]pyridazine-7-carboxamide